N-((3R,4S)-4-((7-(2,6-dichloro-3,5-dimethoxyphenyl)-5-(4-methoxypiperidin-1-yl)-2,6-naphthyridin-3-yl)amino)tetrahydrofuran-3-yl)acrylamide ClC1=C(C(=C(C=C1OC)OC)Cl)C1=NC(=C2C=C(N=CC2=C1)N[C@H]1[C@H](COC1)NC(C=C)=O)N1CCC(CC1)OC